C(C)NC(=O)C1=NOC(=C1C1=CC=C(C=C1)CN1CCOCC1)C=1C=C(C(=CC1O)O)C1=CC=C(C=C1)F N-Ethyl-5-(4'-fluoro-4,6-dihydroxy-[1,1'-biphenyl]-3-yl)-4-(4-(morpholinomethyl)phenyl)isoxazole-3-carboxamide